Octadecyltrichlorosilan C(CCCCCCCCCCCCCCCCC)[Si](Cl)(Cl)Cl